ClC1=C(C=CC=C1OCC)C(CC)=O 1-(2-chloro-3-ethoxyphenyl)propan-1-one